4-((1-(4-(tert-butyl)piperazine-1-carbonyl)cyclopentyl)oxy)trifluoromethylbenzene tert-butyl-(2-fluoro-4-(6-(4-methylpiperazin-1-yl)pyrazolo[1,5-a]pyrazin-4-yl)benzyl)carbamate C(C)(C)(C)N(C(O)=O)CC1=C(C=C(C=C1)C=1C=2N(C=C(N1)N1CCN(CC1)C)N=CC2)F.C(C)(C)(C)N2CCN(CC2)C(=O)C2(CCCC2)OC2=CC=C(C=C2)C(F)(F)F